tetrapropylammonium perfluorooctanesulfonate FC(C(C(C(C(C(C(C(F)(F)F)(F)F)(F)F)(F)F)(F)F)(F)F)(F)F)(S(=O)(=O)[O-])F.C(CC)[N+](CCC)(CCC)CCC